3-(((4-(allyloxy)-2,3,5,6-tetrafluorophenoxy)methyl)thio)-5,5-dimethyl-4,5-dihydroisoxazole C(C=C)OC1=C(C(=C(OCSC2=NOC(C2)(C)C)C(=C1F)F)F)F